O=C1NC(CCC1C1=NN(C2=C(C=CC=C12)[N-]CCCCCCCNC1CC2(C1)CCC2)C)=O N-(3-(2,6-dioxopiperidin-3-yl)-1-methyl-1H-indazol-7-yl)-7-(spiro[3.3]heptan-2-ylamino)heptylamide